N-[4-[2-[[4-(dimethyl-amino)cyclohexyl]-amino]-8-isopropyl-7-oxo-pteridin-6-yl]-2-fluoro-phenyl]norcarane-7-sulfonamide CN(C1CCC(CC1)NC1=NC=2N(C(C(=NC2C=N1)C1=CC(=C(C=C1)NS(=O)(=O)C1C2CCCCC21)F)=O)C(C)C)C